[Au].[Kr] Krypton Gold